4-(4-bromo-2H-1,2,3-triazol-2-yl)pyridine BrC1=NN(N=C1)C1=CC=NC=C1